8-(1-hydroxyethyl)-2-isopropyl-3,6-dimethyl-chromen-4-one OC(C)C=1C=C(C=C2C(C(=C(OC12)C(C)C)C)=O)C